NC1=C(C=C(OC2=CC=C(C=C2)OC2=CC(=C(C=C2)N)C(=O)O)C=C1)C(=O)O 1,4-bis(4-amino-3-carboxyphenoxy)benzene